NC1=NC=CC=C1C1=NC=2C(=NC=CC2)N1C1=CC=C(CN2CCN(CC2)C=2C=C(C#N)C=CN2)C=C1 2-(4-(4-(2-(2-aminopyridin-3-yl)-3H-imidazo[4,5-b]pyridin-3-yl)benzyl)piperazin-1-yl)isonicotinonitrile